N-[(3-chloro-2-fluoro-phenyl)methyl]cyclopropanamine ClC=1C(=C(C=CC1)CNC1CC1)F